4-iodo-N-((1S,4R)-8-methyl-1,2,3,4-tetrahydro-1,4-methylenebenzo[4,5]imidazo[1,2-a]pyridin-6-yl)-2-(6-azaspiro[2.5]octan-6-yl)benzamide IC1=CC(=C(C(=O)NC2=CC(=CC3=C2N=C2N3[C@H]3CC[C@@H]2C3)C)C=C1)N1CCC3(CC3)CC1